C(C=C)(=O)OCCCCOC1=CC=C(C(=O)O)C=C1 4-(4-(acryloyloxy)butoxy)benzoic acid